N-[4-chloro-6-(morpholin-4-yl)pyridin-2-yl]cyclopropanesulfonamide ClC1=CC(=NC(=C1)N1CCOCC1)NS(=O)(=O)C1CC1